C(C1=CC=CC=C1)OCCCCCCCCCCCCCCCCCCCCC(CC=1C(=C(C(=O)NC2=NC(=CC=C2)C)C=CC1OC)F)(C)C (22-(benzyloxy)-2,2-dimethyldocosyl)-2-fluoro-4-methoxy-N-(6-methylpyridin-2-yl)benzamide